2-[4-(Cyclopropanecarbonyl)piperazine-1-carbonyl]morpholine-4-carboxylic acid tert-butyl ester C(C)(C)(C)OC(=O)N1CC(OCC1)C(=O)N1CCN(CC1)C(=O)C1CC1